(1aR,5aR)-2-(2,4-Difluoro-phenyl)-1a,2,5,5a-tetrahydro-1H-2,3-diaza-cyclopropa[a]pentalene-4-carboxylic acid (6-bromo-2-methyl-pyridin-3-yl)-amide BrC1=CC=C(C(=N1)C)NC(=O)C=1C=2C[C@@H]3[C@H](C2N(N1)C1=C(C=C(C=C1)F)F)C3